(SR)-3-[6-(benzofuran-6-yloxy)-2-pyridyl]-5-ethyl-5-methylimidazolidine-2,4-dione O1C=CC2=C1C=C(C=C2)OC2=CC=CC(=N2)N2C(N[C@@](C2=O)(C)CC)=O |r|